D-(-)-sorbitol C([C@H]([C@H]([C@@H]([C@H](CO)O)O)O)O)O